1,2-dithiole-3-thione S1SC(C=C1)=S